NC1=C(C(=NN1C(CC)C=1C=NC(=CC1)C(F)(F)F)C1CC1)C#N amino-3-cyclopropyl-1-(1-(6-(trifluoromethyl)pyridin-3-yl)propyl)-1H-pyrazole-4-carbonitrile